BrC=1C=C2COC(C2=CC1C)=O 5-bromo-6-methyl-3H-isobenzofuran-1-one